C(#N)C1N(CC(C1(F)C1=C(C=CC=C1)OC=1C=C2C(N(C=NC2=CC1)C1=CC=C(C=C1)N1CCNCC1)=O)F)S(=O)(=O)N 2-cyano-4-fluoro-3-((4-oxo-3-[4-(piperazin-1-yl)phenyl]quinazolin-6-yloxy)phenyl)-3-fluoropyrrolidine-1-sulfonamide